C(C)(C)O[C-2]C1=C(C)C=CC=C1.[Ru+3].C(C)(C)O[C-2]C1=C(C)C=CC=C1.C(C)(C)O[C-2]C1=C(C)C=CC=C1.[Ru+3] ruthenium o-isopropoxymethanediidyltoluene